FC1=CC=C(C=C1)C=1C=2C(N=C(C1C1=CC=NC=C1)C1=CC=C(C=C1)F)=NN(C2)CCNCCC 3-[N-[2-[4,6-bis(4-fluorophenyl)-5-(4-pyridyl)pyrazolo[3,4-b]pyridin-2-yl]ethyl]amino]propan